P(=O)(O)(O)O.C(C(C)C)C1=CC=CC(=C1)CC(C)C.C(C(C)C)C1=CC=CC(=C1)CC(C)C.C(C(C)C)C1=CC=CC(=C1)CC(C)C tri(2,4-diisobutylbenzene) phosphate